5-(tert-Butyl) 1-methyl ((S)-4-(tert-butoxy)-2-((S)-3-(naphthalen-2-yl)-2-(5-nitro-1H-indole-2-carboxamido)propanamido)-4-oxobutanoyl)-L-glutamate C(C)(C)(C)OC(C[C@@H](C(=O)N[C@@H](CCC(=O)OC(C)(C)C)C(=O)OC)NC([C@H](CC1=CC2=CC=CC=C2C=C1)NC(=O)C=1NC2=CC=C(C=C2C1)[N+](=O)[O-])=O)=O